ClC1=C(C=CC=C1Cl)N1CCN(CC1)C(CCN1C=NC2=C1C(NC=1C=CC(=CC21)OC)=O)=O 3-(3-(4-(2,3-dichlorophenyl)piperazin-1-yl)-3-oxopropyl)-8-methoxy-3,5-dihydro-4H-imidazo[4,5-c]quinolin-4-one